F[C@H]1[C@@H]([C@H]2CN[C@@]1(C2)C)N(C2=CC=C(N=N2)C2=C(C=C(C=C2)N2C=NC=C2)O)C 2-(6-(((1R,4R,5R,6S)-6-fluoro-1-methyl-2-azabicyclo[2.2.1]heptan-5-yl)(methyl)amino)pyridazin-3-yl)-5-(1H-imidazol-1-yl)phenol